tert-Butyl (4-(4-amino-7-(2-methylpyrimidin-5-yl)pyrrolo[2,1-f][1,2,4]triazin-5-yl)-2-methoxyphenyl)carbamate NC1=NC=NN2C1=C(C=C2C=2C=NC(=NC2)C)C2=CC(=C(C=C2)NC(OC(C)(C)C)=O)OC